NC=1C2=C(N=CN1)N(C(=C2C2=CC(=C(C=C2)OC2=NC=CC(=N2)C)F)C=2C(=CC(=NC2)Cl)OCCO)COCC[Si](C)(C)C 2-{[5-(4-amino-5-{3-fluoro-4-[(4-methylpyrimidin-2-yl)oxy]phenyl}-7-{[2-(trimethylsilyl)ethoxy]methyl}-7H-pyrrolo[2,3-d]pyrimidin-6-yl)-2-chloropyridin-4-yl]oxy}ethan-1-ol